tert-butyl ((3R,6R)-6-(((tert-butyldimethylsilyl)oxy)methyl)-5-methoxytetrahydro-2H-pyran-3-yl)carbamate [Si](C)(C)(C(C)(C)C)OC[C@@H]1C(C[C@H](CO1)NC(OC(C)(C)C)=O)OC